The molecule is a phenanthroline. It has a role as an EC 3.4.19.3 (pyroglutamyl-peptidase I) inhibitor and an EC 2.7.1.1 (hexokinase) inhibitor. C1=CC2=C(C3=C(C=CC=N3)C=C2)N=C1